C(C1=CC=CC=C1)(C1=CC=CC=C1)OCCNC 2-(benzhydryloxy)-N-methylethylamine